NC[C@H](CC1CCCCC1)NC([C@H](CC=1SC2=C(N1)C=CC(=C2)Cl)NC(CC)=O)=O (S)-N-((S)-3-amino-1-cyclohexylpropan-2-yl)-3-(6-chlorobenzo[d]thiazol-2-yl)-2-propionamidopropionamide